FC1=CC=C(C=C1)C(C)N1N=CC(=C1)C1=CC(=CC(=N1)C1=CC=2N(C=C1)N=C(N2)N)C(F)(F)F 7-(6-(1-(1-(4-fluorophenyl)ethyl)-1H-pyrazol-4-yl)-4-(trifluoromethyl)pyridin-2-yl)-[1,2,4]triazolo[1,5-a]pyridin-2-amine